(9H-fluoren-9-yl)methyl (S)-(3-methyl-1-(((4-nitrophenoxy)carbonyl)oxy)butan-2-yl)carbamate CC([C@@H](COC(=O)OC1=CC=C(C=C1)[N+](=O)[O-])NC(OCC1C2=CC=CC=C2C=2C=CC=CC12)=O)C